CO[Si](C(C(=O)OC1CCCCC1)C)(OC)OC cyclohexyl α-trimethoxysilylpropionate